CNC(NC1=CNC2=CC=C(C=C12)C1=CC(=NC=C1)N1CCCCC1)=O 3-methyl-1-{5-[2-(piperidin-1-yl)pyridin-4-yl]-1H-indol-3-yl}urea